ClC=1C=C(C=C(C1)Cl)C1(CC(=NO1)C1=CC(=C(N)C=C1)C)C(F)(F)F 4-[5-(3,5-dichlorophenyl)-5-trifluoromethyl-4,5-dihydroisoxazol-3-yl]-2-methylaniline